N-(7-(difluoromethoxy)-5-propyl-1H-indazol-3-yl)-4-fluorobenzamide FC(OC=1C=C(C=C2C(=NNC12)NC(C1=CC=C(C=C1)F)=O)CCC)F